C(C)C=1C(=CC=C2C=C(C=C(C12)C1=C(C=2N=C(N=C(C2C=N1)N1CC(OCC1)CC#N)OC[C@]12CCCN2C[C@@H](C1)F)F)O)F 2-(4-(7-(8-Ethyl-7-fluoro-3-hydroxy-naphthalen-1-yl)-8-fluoro-2-(((2R,7aS)-2-fluorotetrahydro-1H-pyrrolizin-7a(5H)-yl)methoxy)-pyrido[4,3-d]pyrimidin-4-yl)morpholin-2-yl)acetonitrile